(2S,4S)-N-(6-Bromo-3-methylpyridin-2-yl)-4-(trifluoromethyl)pyrrolidine-2-carboxamide TFA salt OC(=O)C(F)(F)F.BrC1=CC=C(C(=N1)NC(=O)[C@H]1NC[C@H](C1)C(F)(F)F)C